3-(2-oxa-6-azaspiro[3.3]heptan-6-yl)propanamide C1OCC12CN(C2)CCC(=O)N